N=1SN=C2C1C=CC=C2S(=O)(=O)NC=2SC(=C(C2C(=O)O)C)C 2-(benzo[c][1,2,5]thiadiazole-4-sulfonamido)-4,5-dimethylthiophene-3-carboxylic acid